C(C)C1=CC2=C(CCO[C@]23C[C@@H](N(CC3)CC3=NOC=C3)C)S1 (2'S,4R)-2-ethyl-1'-(isoxazol-3-ylmethyl)-2'-methyl-spiro[6,7-dihydrothieno[3,2-c]pyran-4,4'-piperidine]